C(CCC)NC=1C2=C(N=C(N1)NC(=O)OC)C(=NN2CC2=C(C=C(C(=O)OC)C=C2)OC)C#C[Si](C)(C)C methyl 4-((7-(butylamino)-5-((methoxy-carbonyl)amino)-3-((trimethylsilyl)ethynyl)-1H-pyrazolo[4,3-d]pyrimidin-1-yl)methyl)-3-methoxybenzoate